4-[tert-butoxycarbonyl-[(1-tert-butoxycarbonyl-4-piperidyl)methyl]amino]-6-fluoro-2-methyl-indazole-7-carboxylic acid C(C)(C)(C)OC(=O)N(C=1C2=CN(N=C2C(=C(C1)F)C(=O)O)C)CC1CCN(CC1)C(=O)OC(C)(C)C